Iron selenide carbon [C].[Fe]=[Se]